S1C(=CC=C1)CCC1=C(C(=O)O)C=CC=C1 2-[2-(thienyl)ethyl]benzoic acid